C(CCC)C(COC(CCCCCCCCC(CCCCCCCCC(=O)OCC(CCCCCC)CCCC)N(C(CCN(C)C)=O)CCCCCCCCC)=O)CCCCCC bis(2-butyloctyl)10-(3-(dimethylamino)-N-nonylpropanamido)nonadecanedioate